ON=C(C=NO)Cl N-hydroxy-2-(hydroxyimino)iminoethyl chloride